OC[C@H]1N(C[C@H](C1)OC1CCC(CC1)C(F)(F)F)C(=O)OCC1=CC=CC=C1 benzyl (2S,4S)-(hydroxymethyl)-4-((4-(trifluoromethyl)cyclohexyl)oxy)pyrrolidine-1-carboxylate